3-(4-fluoro-3-methoxyphenyl)isoxazole-5-carboxylic acid tert-butyl ester C(C)(C)(C)OC(=O)C1=CC(=NO1)C1=CC(=C(C=C1)F)OC